1-(4-Fluoro-phenyl)-2-[4-(1-methyl-5-trifluoromethyl-1H-pyrazole-3-carbonyl)-piperazin-1-yl]-ethanone FC1=CC=C(C=C1)C(CN1CCN(CC1)C(=O)C1=NN(C(=C1)C(F)(F)F)C)=O